ClC1=CC=CC2=C1C(=NO2)NS(=O)(=O)C2=C(C=CC(=C2)C(C)C)OC N-(4-chlorobenzo[d]isoxazol-3-yl)-5-isopropyl-2-methoxybenzenesulfonamide